CC1CN(CCN1)C1=C2C=CNC2=CC=C1 4-(3-methylpiperazin-1-yl)-1H-indol